CC(=CC)CC(C)C 2,4,1-trimethyl-1-pentene